N1C(NC=2C=NC=CC21)=O 3h-imidazo[4,5-c]pyridin-2-one